FC1=C(C(=C(C=C1N1N=C(C=2C1=CN=C(C2)N2C1(CC1)CC(CC2)OC)C)C(F)(F)F)F)O 2,6-Difluoro-3-(5-(7-methoxy-4-azaspiro[2.5]octan-4-yl)-3-methyl-1H-pyrazolo[3,4-c]pyridin-1-yl)-5-(trifluoromethyl)phenol